N-(4-chlorophenyl)-2-(3-methyl-[1,2,4]triazolo[4,3-a]pyridin-6-yl)-6-(4-methylpiperazin-1-yl)imidazo[1,2-a]pyrazin-3-amine ClC1=CC=C(C=C1)NC1=C(N=C2N1C=C(N=C2)N2CCN(CC2)C)C=2C=CC=1N(C2)C(=NN1)C